ClC1=C(C=CC=C1B1OC(C(O1)(C)C)(C)C)C1=C(C(=CC=C1)NC1=NC(=CC=2C1=NC=CN2)C)C N-(2'-chloro-2-methyl-3'-(4,4,5,5-tetramethyl-1,3,2-dioxaborolan-2-yl)-[1,1'-biphenyl]-3-yl)-7-methylpyrido[3,4-b]pyrazin-5-amine